C(C)(=O)OC[C@H]1O[C@H]([C@@H]([C@@H]1F)OC(C)=O)N1C2=NC(=NC=C2N(C1=O)CC#C)N ((2R,3R,4S,5R)-4-Acetoxy-5-(2-amino-8-oxo-7-(prop-2-yn-1-yl)-7,8-dihydro-9H-purin-9-yl)-3-fluorotetrahydrofuran-2-yl)methyl acetat